2-hydroxyquinoline-4-carboxylic acid OC1=NC2=CC=CC=C2C(=C1)C(=O)O